Cl.N1C=C(C2=CC=CC=C12)CCNC=1N=C(C(=NC1C1=CC=C(C=C1)C1=CC=CC=C1)C(=O)NC(N)=N)N 5-((2-(1H-indol-3-yl)ethyl)amino)-6-([1,1'-biphenyl]-4-yl)-3-amino-N-carbamimidoylpyrazine-2-carboxamide hydrochloride